(3,6-dihydro-2H-pyran-4-yl)-isoquinoline-3-carboxylate O1CCC(=CC1)OC(=O)C=1N=CC2=CC=CC=C2C1